3,5-dimethyl-1H-pyrazole-4-carboxamide CC1=NNC(=C1C(=O)N)C